C(#N)C=1C=CC(=C(C(=O)N[C@H](CNC(=O)[C@@H]2OC(OCC2(C)C)(C)C)C)C1)F (R)-2,2,5,5-Tetramethyl-[1,3]dioxane-4-carboxylic acid [(S)-2-(5-cyano-2-fluoro-benzoylamino)-propyl]-amide